FC=1C=C(C=CC1C)C1(CN(CC1)C(=O)NC1=C(C=CC(=C1)S(=O)(=O)C)OC)C1=NC=NS1 3-(3-fluoro-4-methylphenyl)-N-(2-methoxy-5-(methylsulfonyl)phenyl)-3-(1,2,4-thiadiazol-5-yl)pyrrolidine-1-carboxamide